methyl 2-(benzyloxycarbonylamino)-4-methoxy-butanoate C(C1=CC=CC=C1)OC(=O)NC(C(=O)OC)CCOC